niobium-gold [Au].[Nb]